CN1C(=CC2=CC=C(C=C12)C1=NC=CC(=N1)C)C(=O)OCC ethyl 1-methyl-6-(4-methylpyrimidin-2-yl)-1H-indole-2-carboxylate